(Z)-heptadeca-3,6,9,11-tetraene CC\C=C/CC=CCC=CC=CCCCCC